1-(3,4-difluorophenyl)-6-(7-(3,5-dimethylisoxazol-4-yl)-3-(pyridin-4-yl)imidazo[1,2-a]pyridin-2-yl)piperidin-2-one FC=1C=C(C=CC1F)N1C(CCCC1C=1N=C2N(C=CC(=C2)C=2C(=NOC2C)C)C1C1=CC=NC=C1)=O